(5-chloro-4-((4-(2-chloro-3-(9-methyl-3,9-diazaspiro[5.5]undecane-3-carbonyl)phenyl)-1H-indazol-1-yl)methyl)-2-((5-cyanopyridin-3-yl)methoxy)benzyl)-L-serine ClC=1C(=CC(=C(CN[C@@H](CO)C(=O)O)C1)OCC=1C=NC=C(C1)C#N)CN1N=CC2=C(C=CC=C12)C1=C(C(=CC=C1)C(=O)N1CCC2(CC1)CCN(CC2)C)Cl